C(C)(C)(C)OC([C@@H](CC1=CC(=CC=C1)[N+](=O)[O-])[C@H]1C[C@H](N(C1)C(=O)OC(C)(C)C)C)=O tert-butyl (2R,4R)-4-[(1S)-2-tert-butoxy-1-[(3-nitrophenyl)methyl]-2-oxo-ethyl]-2-methyl-pyrrolidine-1-carboxylate